7-(3-(pyridin-3-yl)phenyl)benzoquinoline lithium 4-amino-1-methyl-1H-pyrazolo[4,3-c][1,7]naphthyridine-8-carboxylate NC1=NC=2C=NC(=CC2C2=C1C=NN2C)C(=O)[O-].[Li+].N2=CC(=CC=C2)C=2C=C(C=CC2)C2=CC=CC=1C2=CC=C2C=CC=NC12